8-chloro-1',1'-dimethyl-6-(pyrimidin-4-ylamino)spiro[2H-imidazo[1,5-a]pyridine-3,2'-cyclohexane]-1,5-dione ClC1=C2N(C(C(=C1)NC1=NC=NC=C1)=O)C1(C(CCCC1)(C)C)NC2=O